(1r,4r)-4-carbamoylcyclohexane-1-carboxylic acid methyl ester COC(=O)C1CCC(CC1)C(N)=O